F[C@@H]1C[C@H](N(C1)C(=O)OC(C)(C)C)C(NC1=NC(=CC=C1)C)=O (2S,4R)-tert-Butyl 4-fluoro-2-(6-methylpyridin-2-ylcarbamoyl)pyrrolidine-1-carboxylate